2-(2-Methylmorpholino)acetic acid benzyl ester C(C1=CC=CC=C1)OC(CN1CC(OCC1)C)=O